1-(6-methoxy-3-(4-(methylsulfonyl)piperazine-1-carbonyl)quinolin-4-yl)-4-phenylpiperidine-4-carbonitrile COC=1C=C2C(=C(C=NC2=CC1)C(=O)N1CCN(CC1)S(=O)(=O)C)N1CCC(CC1)(C#N)C1=CC=CC=C1